FC1([C@H]2CC=3C(=NNC3C[C@]21C)C(=O)NC=2C=NN(C2)[C@@H](C2CN(C2)C(=O)OC(C)(C)C)C2=CC=CC=C2)F tert-butyl 3-((S)-(4-((4aS,5aR)-5,5-difluoro-5a-methyl-1,4,4a,5,5a,6-hexahydrocyclopropa[f]indazole-3-carboxamido)-1H-pyrazol-1-yl)(phenyl)methyl)azetidine-1-carboxylate